BrC=1C(=NN2C1N=CC=C2C(=O)NC2CC1=CC=CC=C1C2)C=2N=NC=CC2 3-Bromo-N-indan-2-yl-2-pyridazin-3-yl-pyrazolo[1,5-a]pyrimidine-7-carboxamide